rac-(1R,2R)-1-amino-6,7-difluoro-4,4-dimethyl-1,2,3,4-tetrahydronaphthalene-2-ol hydrochloride Cl.N[C@H]1[C@@H](CC(C2=CC(=C(C=C12)F)F)(C)C)O |r|